2-(4-aminophenyl)-1H-benzo[d]imidazol-5-amine NC1=CC=C(C=C1)C1=NC2=C(N1)C=CC(=C2)N